4-hydroxy-6-oxo-2-(6-(trifluoromethyl)pyridin-3-yl)-2,3-dihydropyridazine-1(6H)-carboxylic acid tert-butyl ester C(C)(C)(C)OC(=O)N1N(CC(=CC1=O)O)C=1C=NC(=CC1)C(F)(F)F